CN(C)CC1=C(C=C(C=C1)NC(=O)NC1CC2(CN(C2)C(=O)C=2C=NN3C2SC=C3)C1)C(F)(F)F 1-(4-((dimethylamino)methyl)-3-(trifluoromethyl)phenyl)-3-(2-(pyrazolo[5,1-b]thiazole-7-carbonyl)-2-azaspiro[3.3]heptan-6-yl)urea